tert-butyl (1S,2R,3S)-2-methyl-3-(1-methyl-1H-imidazol-4-yl)cyclopropane-1-carboxylate C[C@H]1[C@@H]([C@H]1C=1N=CN(C1)C)C(=O)OC(C)(C)C